C(C)OC(=O)[C@H]1[C@@H](C1)C=1N=CN(C1)C(C1=CC=CC=C1)(C1=CC=CC=C1)C1=CC=CC=C1 trans-2-[1-(triphenylmethyl)-1H-imidazol-4-yl]cyclopropane-1-carboxylic acid ethyl ester